(2S)-6-[tert-butoxycarbonyl(2-naphthylmethyl)amino]-2-[[(2S)-2-hydroxy-3-methylbutanoyl]amino]hexanoic acid C(C)(C)(C)OC(=O)N(CCCC[C@@H](C(=O)O)NC([C@H](C(C)C)O)=O)CC1=CC2=CC=CC=C2C=C1